tert-butyl (S)-3-(((tert-butoxycarbonyl)(6-(4,4,5,5-tetramethyl-1,3,2-dioxaborolan-2-yl)benzo[d]oxazol-2-yl)amino)methyl)pyrrolidine-1-carboxylate C(C)(C)(C)OC(=O)N(C=1OC2=C(N1)C=CC(=C2)B2OC(C(O2)(C)C)(C)C)C[C@@H]2CN(CC2)C(=O)OC(C)(C)C